Methyl 4-methyl-2-((3-oxo-1,3-dihydro-2H-pyrrolo[3,4-c]pyridin-2-yl)methyl)benzofuran-7-carboxylate CC1=CC=C(C2=C1C=C(O2)CN2C(C=1C=NC=CC1C2)=O)C(=O)OC